C1(CC1)C=1SC2=C(N1)NC(=C2C)C(=O)NC2CC[Si](CCCC2)(C)C 2-cyclopropyl-N-(1,1-dimethylsilacyclooctan-4-yl)-6-methyl-4H-pyrrolo[2,3-d]thiazole-5-carboxamide